ClC=1C=C(C=C(C1)Cl)C1=NC(=CC(=C1)CN1CCC(CC1)CC(=O)O)OC=1C=NC(=NC1)N1CCN(CC1)C1CC(C1)O 2-(1-((2-(3,5-dichlorophenyl)-6-((2-(4-(3-hydroxycyclobutyl)piperazin-1-yl)pyrimidin-5-yl)oxy)pyridin-4-yl)methyl)piperidin-4-yl)acetic acid